4-(3-Fluorophenyl)-2-[3-(trifluoromethyl)phenyl]-1H-imidazole FC=1C=C(C=CC1)C=1N=C(NC1)C1=CC(=CC=C1)C(F)(F)F